2-[4-[6-[3-(6-methyl-2-pyridyl)-1H-pyrazol-4-yl]-1,5-naphthyridin-3-yl]piperazin-1-yl]ethanol CC1=CC=CC(=N1)C1=NNC=C1C=1N=C2C=C(C=NC2=CC1)N1CCN(CC1)CCO